CNC1(CCCCC1=O)C2=CC=CC=C2Cl.Cl (+-)-2-(o-chlorophenyl)-2-(methylamino)cyclohexanone hydrochloride